C1(=CC=CC=C1)CCNCC(=O)O N-(2-phenylethyl)glycine